C(C=C)C1=CC(=C(C=C1)C#CCC)OC 4-allyl-1-(but-1-yn-1-yl)-2-methoxybenzene